C1(CC1)C1OCCC(C1)N1N=C(C=2C1=NC(=NC2)NC=2C(=CC=1N(C2)C=CN1)C)C 1-(2-cyclopropyltetrahydro-2H-pyran-4-yl)-3-methyl-N-(7-methylimidazo[1,2-a]pyridin-6-yl)-1H-pyrazolo[3,4-d]pyrimidin-6-amine